4-chloro-2-(cyclopropylmethyl)-6-methylpyrimidine ClC1=NC(=NC(=C1)C)CC1CC1